C(C(C)(C)C)O neopentanol